C(=O)O.NC1=CC=C(C(=N1)COCC=1C=C(C(=C(C1)NC1=C(N=NC(=C1)Cl)C(=O)NC([2H])([2H])[2H])OC)C1=NC=C(C=N1)F)F ((5-(((6-amino-3-fluoropyridin-2-yl)methoxy)methyl)-3-(5-fluoropyrimidin-2-yl)-2-methoxyphenyl)amino)-6-chloro-N-(methyl-d3)pyridazine-3-carboxamide formate